5-(3-chloro-7-(7,7-difluoro-5-azaspiro[2.4]heptan-5-yl)pyrazolo[1,5-a]pyrimidin-5-yl)pyrimidine-2,4(1H,3H)-dione ClC=1C=NN2C1N=C(C=C2N2CC1(CC1)C(C2)(F)F)C=2C(NC(NC2)=O)=O